BrC=1C=C(CN2[C@H](CCC2)C(=O)N[C@@H](C)C2=CC(=C(C(=O)OC)C=C2)OC)C=CC1 methyl 4-((S)-1-((R)-1-(3-bromobenzyl)pyrrolidine-2-carboxamido)ethyl)-2-methoxybenzoate